1,2-bis(4-((6-bromohexyl)oxy)phenyl)-1,2-diphenylethylene BrCCCCCCOC1=CC=C(C=C1)C(=C(C1=CC=CC=C1)C1=CC=C(C=C1)OCCCCCCBr)C1=CC=CC=C1